6-methoxy-N-(4-(4-(tert-butoxycarbonyl)piperazin-1-yl)phenyl)-4-trifluoromethylquinolin-2-amine COC=1C=C2C(=CC(=NC2=CC1)NC1=CC=C(C=C1)N1CCN(CC1)C(=O)OC(C)(C)C)C(F)(F)F